C/C/1=C\CCC(=C)/C=C/C(CC1)C(C)C Germacren-D